1-(spiro[indoline-3,4'-piperidine]-1-yl)propane-1-one N1CCC2(CC1)CN(C1=CC=CC=C12)C(CC)=O